4-[4-[[2-[2-[Tert-butoxycarbonyl(2,2,2-trifluoroethyl)amino]-4-pyridyl]oxazole-4-carbonyl]amino]-3-carbamoyl-pyrazol-1-yl]benzoic acid C(C)(C)(C)OC(=O)N(C1=NC=CC(=C1)C=1OC=C(N1)C(=O)NC=1C(=NN(C1)C1=CC=C(C(=O)O)C=C1)C(N)=O)CC(F)(F)F